5-{6-[5-(Difluoro-methanesulfonyl-methyl)-[1,3,4]oxadiazol-2-yl]-5-isopropyl-pyrrolo[2,1-f][1,2,4]triazin-4-ylamino}-2,4-difluoro-N-methoxy-benzamide FC(C1=NN=C(O1)C=1C(=C2C(=NC=NN2C1)NC=1C(=CC(=C(C(=O)NOC)C1)F)F)C(C)C)(S(=O)(=O)C)F